FC1=NC(=C2N=CN(C2=N1)C1OCCCC1)NCC1=C(C=CC=C1)OC 2-fluoro-6-[(2-methoxybenzyl)amino]-9-(tetrahydro-2H-pyran-2-yl)-9H-purine